C1=CC(=CC=C1C(=O)NC2=CC=C(C=C2)N)C(=O)NC3=CC=C(C=C3)N N,N-bis(4-aminophenyl)benzene-1,4-Dicarboxamide